(S)-N3-(1-amino-3-hydroxy-2-methyl-1-oxopropan-2-yl)-N5-cyclopropyl-N5,2-dimethylbenzofuran-3,5-dicarboxamide NC([C@@](CO)(C)NC(=O)C1=C(OC2=C1C=C(C=C2)C(=O)N(C)C2CC2)C)=O